N,N-Diethyl-(α-phenylethyl)amin C(C)N(CC)C(C)C1=CC=CC=C1